N'-[(4-chloro-3-fluoro-2-methoxy-phenyl)methyl]-N-methyl-cyclopropanecarbohydrazide ClC1=C(C(=C(C=C1)CNN(C(=O)C1CC1)C)OC)F